C(C)(C)(C)OC(=O)N1CC(C1)C1=CC=C(C=C1)OCC1CC1 3-(4-(cyclopropylmethoxy)phenyl)azetidine-1-carboxylic acid tert-butyl ester